C(C1=CC=CC=C1)N1N=CC(=C1C(=O)OC)NC(C(C)C)=N methyl 2-benzyl-4-(2-methylpropanimidamido)pyrazole-3-carboxylate